(6aR,9R)-N,N-diethyl-7-(naphthalen-2-ylmethyl)-4,6,6a,7,8,9-hexahydroindolo[4,3-fg]quinoline-9-carboxamide C(C)N(C(=O)[C@H]1CN([C@@H]2CC=3C4=C(C2=C1)C=CC=C4NC3)CC3=CC4=CC=CC=C4C=C3)CC